4-Isobutyl-4H-benzo[4,5]thieno[3,2-b]thieno[2,3-d]pyrrole C(C(C)C)N1C2=C(C3=C1C=CS3)SC3=C2C=CC=C3